9-hydroxy-12-[4-(thian-4-yl)phenyl]-4-thia-2,12-diaza-tricyclo[7.3.0.03,7]dodeca-1,3(7),5-trien-8-one OC12C(C=3C=CSC3N=C2N(CC1)C1=CC=C(C=C1)C1CCSCC1)=O